C12COCC(C2C1)CO 3-oxabicyclo[4.1.0]heptan-5-ylmethanol